FC1=C(N=CC2=C1N=C(N=C2N2C[C@H]1CC[C@@H](C2)N1C(=O)OC(C)(C)C)OCC12CCCN2CCC1)C1=C(C=CC=C1)C tert-butyl (1R,5S)-3-(8-fluoro-2-((tetrahydro-1H-pyrrolizin-7a(5H)-yl)methoxy)-7-(o-tolyl)pyrido[4,3-d]pyrimidin-4-yl)-3,8-diazabicyclo[3.2.1]octane-8-carboxylate